phosphonium borat B([O-])([O-])[O-].[PH4+].[PH4+].[PH4+]